3-chloro-N-((3aR,5s,6aS)-2-(5-(3-cyano-6-(1-methyl-1H-pyrazol-3-yl)pyrazolo[1,5-a]pyridin-4-yl)pyridin-2-yl)-5-methyloctahydrocyclopenta[c]pyrrol-5-yl)picolinamide ClC=1C(=NC=CC1)C(=O)NC1(C[C@@H]2[C@@H](CN(C2)C2=NC=C(C=C2)C=2C=3N(C=C(C2)C2=NN(C=C2)C)N=CC3C#N)C1)C